BrC=1N(C2=CC=CC=3C4=C[C@H](CN([C@@H]4CC1C32)C)C(N(CC)CC)=O)C(=O)OC(C)Cl 1-chloroethyl (6aR,9R)-5-bromo-9-(diethylcarbamoyl)-7-methyl-6a,7,8,9-tetrahydroindolo[4,3-fg]quinoline-4(6H)-carboxylate